NC1=NC=NN2C1=C(N=C2[C@@H]2CC[C@@H](OC2)CO)C2=C(C=C(C=C2)OC2=CC=CC=C2)F ((2R,5S)-5-(4-amino-5-(2-fluoro-4-phenoxyphenyl)imidazo[5,1-f][1,2,4]triazin-7-yl)tetrahydro-2H-pyran-2-yl)methanol